OCCCN(CCCC=1C(=C(NC=CC1)CCCCCC(=O)O)CCCCCC(=O)O)CCCCCC(OCCCCCCCCCCCCC)=O 6,6'-((3-((3-hydroxypropyl)(6-oxo-6-(tridecyloxy)hexyl)amino)propyl)azepinediyl)dihexanoic acid